FC1=C(CNC2CCN(CC2)C(C)=O)C=CC(=C1)[N+](=O)[O-] 1-(4-((2-fluoro-4-nitrobenzyl)amino)piperidin-1-yl)ethan-1-one